CC1(CC[C@H](CN1)N)C (R)-6,6-dimethylpiperidin-3-amine